COCC (methoxymethyl)methane